N~2~-[cis-2-({[1-(5-fluoropyrimidin-2-yl)piperidin-4-yl]oxy}methyl)-1-(1-hydroxycyclobutane-1-carbonyl)piperidin-3-yl]-N~1~,N~1~-dimethylethanediamide FC=1C=NC(=NC1)N1CCC(CC1)OC[C@@H]1N(CCC[C@@H]1NC(C(=O)N(C)C)=O)C(=O)C1(CCC1)O